CC1(OC2=CC(=CC=C2C=C1)N1CCN(CC1)C(=O)OC(C)(C)C)C Tert-butyl 4-(2,2-dimethyl-2H-chromen-7-yl)piperazine-1-carboxylate